C(C)(C)(C)OC(=O)N1CCC(CC1)(C(=O)NN)C1=CC=C(C=C1)Br.FC1=CNC2=NC=CC(=C21)C2=CC=C(C=C2)C2(CCNCC2)C=2OC=NN2 2-(4-(4-(3-fluoro-1H-pyrrolo[2,3-b]pyridin-4-yl)phenyl)piperidin-4-yl)-1,3,4-oxadiazole tert-butyl-4-(4-bromophenyl)-4-(hydrazinecarbonyl)piperidine-1-carboxylate